3-[1-(4-fluoro-3-methyl-phenyl)-5-hydroxy-2-isopropyl-indol-3-yl]-2-hydroxy-2-methyl-propanoic acid FC1=C(C=C(C=C1)N1C(=C(C2=CC(=CC=C12)O)CC(C(=O)O)(C)O)C(C)C)C